C(CCCCCCCCC)(=O)O.OCC(O)CO glycerin decanoate